1,4-bis-tert-butyldiisopropylbenzene C(C)(C)(C)C1=C(C(=C(C=C1)C(C)(C)C)C(C)C)C(C)C